ClC=1C=C(C(=NC1)OC)S(=O)(=O)NC1=NC=C(C(=C1)C1=CC2=C(N=C(N=C2)NC)N(C1=O)C)F 5-chloro-N-(5-fluoro-4-(8-methyl-2-(methylamino)-7-oxo-7,8-dihydropyrido[2,3-d]pyrimidin-6-yl)pyridin-2-yl)-2-methoxypyridine-3-sulfonamide